C=1(O)C(=CC(O)=CC1)CCCCO hydroquinonebutanol